ClC1=C(C=CC(=C1)Cl)C(C)NC(=O)N 1-(1-(2,4-dichlorophenyl)ethyl)urea